2-[4-[(E)-3-(3-Methylphenyl)prop-2-enoyl]phenoxy]propanoic acid CC=1C=C(C=CC1)/C=C/C(=O)C1=CC=C(OC(C(=O)O)C)C=C1